3-[3-(triethoxysilyl)propylcarbamoyl]acrylic acid C(C)O[Si](CCCNC(=O)C=CC(=O)O)(OCC)OCC